(3R,4S)-3-amino-4-fluoro-pyrrolidine-1-carboxylic acid tert-butyl ester C(C)(C)(C)OC(=O)N1C[C@H]([C@H](C1)F)N